C(C)(C)(C)C1=NC=C(C=N1)CC(=O)N(CCC)CC(C=1C=NC=CC1C)O 2-(2-tert-butylpyrimidin-5-yl)-N-[2-hydroxy-2-(4-methyl-3-pyridyl)ethyl]-N-propyl-acetamide